3,4-Dihydroxybutyric acid OC(CC(=O)O)CO